CC1=CC=C(C=C1)S(=O)(=O)OCC1(CC1)S(=O)(=O)C1CC1 (1-(cyclopropylsulfonyl)cyclopropyl)methyl 4-methylbenzenesulfonate